CC1=NC(=NC(=N1)C)C1=C(C=C(C=C1)OCCCCCC)O 2-(4,6-dimethyl-1,3,5-triazin-2-yl)-5-((hexyl)oxy)-phenol